C(C)OC(=O)C1=NN(C(C1)C1=CC=C(C=C1)C(C)(C)C)C1=CC=CC=C1 5-(4-(tert-butyl)phenyl)-1-phenyl-4,5-dihydro-1H-pyrazole-3-carboxylic acid ethyl ester